2-(2,6-dioxo-3-piperidyl)-4-(8-hydroxyoctylamino)isoindoline-1,3-dione O=C1NC(CCC1N1C(C2=CC=CC(=C2C1=O)NCCCCCCCCO)=O)=O